F[C@H]1C[C@H](N2N=C(N=C21)S(=O)(=O)CF)C2=CC=CC=C2 (5s,7s)-7-fluoro-2-(fluoromethylsulfonyl)-5-phenyl-6,7-dihydro-5H-pyrrolo[1,2-b][1,2,4]triazole